OC1=C(C(=CC(=C1)C(=O)OC1C(OC2=CC(=CC(=C2C1)O)O)C1=CC(=C(C=C1)O)O)O)[O-] 2,6-dihydroxy-4-({[5,7-dihydroxy-2-(3,4-dihydroxyphenyl)-3,4-dihydro-2H-chromen-3-yl]oxy}carbonyl)phenolate